3-(acryloyloxyethyl)-2-pentafluoroethyl-oxetane C(C=C)(=O)OCCC1C(OC1)C(C(F)(F)F)(F)F